C(CC(=O)O)[C@@H](C(=O)O)N=C(N)N (S)-(-)-2-guanidinoglutaric acid